tert-butyl 6-[[1-methyl-5-(trifluoromethyl)pyrazol-4-yl]methylene]-2-azaspiro[3.3]heptane-2-carboxylate CN1N=CC(=C1C(F)(F)F)C=C1CC2(CN(C2)C(=O)OC(C)(C)C)C1